C1(CCC1)CN1C(N(C=2N=C(NC2C1=O)CCC1=CC(=CC=C1)OC)CCCCP(OCC)(OCC)=O)=O Diethyl (4-(1-(cyclobutylmethyl)-8-(3-methoxyphenethyl)-2,6-dioxo-1,2,6,7-tetrahydro-3H-purin-3-yl)butyl)phosphonate